7'-((7H-pyrrolo[2,3-d]pyrimidin-4-yl)amino)-5'-chloro-8'-methoxy-1'-methyl-1'H-spiro[cyclobutane-1,2'-quinazoline]-4'(3'H)-one hydrochloride Cl.N1=CN=C(C2=C1NC=C2)NC2=CC(=C1C(NC3(N(C1=C2OC)C)CCC3)=O)Cl